BrCCCC(=O)N(CCCCCCCCCC)CCCCCCCCCC 4-bromo-N,N-didecylbutanamide